5-(2-morpholino-6-(benzenesulfonyl)pyridin-4-yl)pyrimidin-2-amine O1CCN(CC1)C1=NC(=CC(=C1)C=1C=NC(=NC1)N)S(=O)(=O)C1=CC=CC=C1